2-(7-amino-2-methyl-oxazolo[5,4-g]quinolin-6-yl)propan-2-ol NC=1C(=NC=2C=C3C(=CC2C1)OC(=N3)C)C(C)(C)O